dimethyl-tin dithioacetate isooctanoate C(CCCCC(C)C)(=O)[O-].C(C)(=S)[S-].C[Sn+2]C